FC1=C(C=CC=2[C@H](N(C(OC21)=O)CC2=C(C(=CC=C2)NS(NC)(=O)=O)F)C)OC=2OC=CN2 (R)-8-fluoro-3-({2-fluoro-3-[(methylsulfamoyl)amino]phenyl}methyl)-4-methyl-7-(1,3-oxazol-2-yloxy)-3,4-dihydro-2H-1,3-benzoxazin-2-one